1,3-dimethyl-imidazole methanesulfonate CS(=O)(=O)O.CN1CN(C=C1)C